FC(C(=O)N1[C@H](CN(CC1)C=1C2=C(N=C(N1)OC[C@H]1N(CCC1)C)C(=C(N=C2)C2=CC=CC1=CC=CC(=C21)C)O)CC#N)=C 2-((S)-1-(2-fluoroacryloyl)-4-(8-hydroxy-7-(8-methylnaphthalen-1-yl)-2-(((S)-1-methylpyrrolidin-2-yl)methoxy)pyrido[4,3-d]pyrimidin-4-yl)piperazin-2-yl)acetonitrile